1-(1-oxo-5-(((1S,2S)-2-(3-phenylpyrrolidin-1-yl)cyclohexyl)oxy)isoindolin-2-yl)-3-azabicyclo[3.1.1]heptane-2,4-dione O=C1N(CC2=CC(=CC=C12)O[C@@H]1[C@H](CCCC1)N1CC(CC1)C1=CC=CC=C1)C12C(NC(C(C1)C2)=O)=O